ethyl 3,4-dihydroxycinnamate OC=1C=C(C=CC(=O)OCC)C=CC1O